FC1(CCC(CC1)C(NC(=O)C1=NON=C1C)C=1OC2=C(N1)C=C(C=C2)C(CO)N2C(NC(C2)C(F)(F)F)=O)F N-((4,4-Difluorocyclohexyl)(5-(2-hydroxy-1-(2-oxo-4-(trifluoromethyl)imidazolidin-1-yl)ethyl)benzo[d]oxazol-2-yl)methyl)-4-methyl-1,2,5-oxadiazole-3-carboxamide